ClC=1C(=C(C=CC1OC1(CC1)C)NC=1C2=C(N=CN1)C=CC(=N2)O[C@@H]2CNCC2)F N-[3-chloro-2-fluoro-4-(1-methylcyclopropoxy)phenyl]-6-[(3S)-pyrrolidin-3-yl]oxy-pyrido[3,2-d]pyrimidin-4-amine